C(#N)C=1C(=C2C(=NC1)NC=C2)NC2C[C@@H]1[C@@H](CN(C1)C(=O)NC1=NC(=NS1)OC)C2 (3ar,5s,6as)-5-((5-cyano-1H-pyrrolo[2,3-b]pyridin-4-yl)amino)-N-(3-methoxy-1,2,4-thiadiazol-5-yl)hexahydrocyclopenta[c]pyrrole-2(1H)-carboxamide